1-[4-(3-aminoazetidin-1-yl)pyridin-2-yl]-3-{4-[4-(morpholin-4-yl)-7H-pyrrolo[2,3-d]pyrimidin-6-yl]phenyl}urea NC1CN(C1)C1=CC(=NC=C1)NC(=O)NC1=CC=C(C=C1)C1=CC2=C(N=CN=C2N2CCOCC2)N1